CN(C)CCOC(C(=C)C)=O N,N-dimethylaminoethylmethacrylate